N-ethyl-N-phenyl[3-(3-chloro-4-cyclohexylphenyl)allyl]amine C(C)N(C1=CC=CC=C1)CC=CC1=CC(=C(C=C1)C1CCCCC1)Cl